N1=C(C=CC=C1)C1=NC=C(C=N1)NC(=O)C1=CN=CS1 N-(2-(pyridin-2-yl)pyrimidin-5-yl)thiazole-5-carboxamide